2-[1-tert-butoxycarbonyl-4-[3-[1-(2,6-dioxo-3-piperidyl)-3-methyl-2-oxo-benzimidazol-5-yl]prop-2-ynyl]-4-piperidyl]acetic acid C(C)(C)(C)OC(=O)N1CCC(CC1)(CC#CC1=CC2=C(N(C(N2C)=O)C2C(NC(CC2)=O)=O)C=C1)CC(=O)O